[Na+].[Na+].[Na+].C(CCC(=O)[O-])(=O)[O-].C(CCC(=O)O)(=O)[O-].C(CN)N ethylenediamine disuccinic acid, tri-sodium salt